2,6-Difluorobenzoyl chloride FC1=C(C(=O)Cl)C(=CC=C1)F